N-(2,6-dichlorobenzoyl)-O-((R)-2-methyl-4-(5,6,7,8-tetrahydro-1,8-naphthyridin-2-yl)butyl)-D-homoserine ClC1=C(C(=O)N[C@H](CCOC[C@@H](CCC2=NC=3NCCCC3C=C2)C)C(=O)O)C(=CC=C1)Cl